O[C@@H](C#CC=1C=C(C=2N(C1)N=CC2C#N)C=2C=NC(=CC2)N2CC1N(C(C2)C1)CC=1C=NC(=CC1)OC)C 6-((R)-3-Hydroxybut-1-yn-1-yl)-4-(6-(6-((6-methoxypyridin-3-yl)methyl)-3,6-Diazabicyclo[3.1.1]heptan-3-yl)pyridin-3-yl)pyrazolo[1,5-a]pyridine-3-carbonitrile